tris[4-(4-acetyl-3-butylphenylthio)phenyl]sulfonium tetrakis(pentafluorophenyl)borate FC1=C(C(=C(C(=C1[B-](C1=C(C(=C(C(=C1F)F)F)F)F)(C1=C(C(=C(C(=C1F)F)F)F)F)C1=C(C(=C(C(=C1F)F)F)F)F)F)F)F)F.C(C)(=O)C1=C(C=C(C=C1)SC1=CC=C(C=C1)[S+](C1=CC=C(C=C1)SC1=CC(=C(C=C1)C(C)=O)CCCC)C1=CC=C(C=C1)SC1=CC(=C(C=C1)C(C)=O)CCCC)CCCC